pyrrolidine-1,3-dicarboxylic acid 1-tert-butyl ester C(C)(C)(C)OC(=O)N1CC(CC1)C(=O)O